BrC1=CC=CC=2C=C(OC21)C(=O)OCC ethyl 7-bromo-1-benzofuran-2-carboxylate